5-chloro-6-cyclopropyl-2-(4,4-difluoroazepan-1-yl)-N-(2-oxo-1,2-dihydropyridin-4-yl)nicotinamide ClC=1C(=NC(=C(C(=O)NC2=CC(NC=C2)=O)C1)N1CCC(CCC1)(F)F)C1CC1